C(C#C)OC(=O)C(CCC[C@H](N)C(=O)O)N 6-((prop-2-yn-1-yloxy)carbonyl)-L-lysine